N(=C=S)CCCCS(=O)C (-)-1-isothiocyanato-4(R)-(methylsulfinyl)butane